2-(1-cyclopropylpyrazol-4-yl)pyrimidine-4-formamide C1(CC1)N1N=CC(=C1)C1=NC=CC(=N1)C(=O)N